C(CCCCC)C(CCCCCC)OC(CCCCCCC(=O)O)=O 8-(1-hexylheptoxy)-8-oxo-octanoic acid